(±)-2-(3-Fluoro-4-(3-(2-methyl-N-((2-(trimethylsilyl)ethoxy)methyl)propan-2-ylsulfinamido)oxetan-3-yl)phenyl)acetic acid FC=1C=C(C=CC1C1(COC1)N([S@](=O)C(C)(C)C)COCC[Si](C)(C)C)CC(=O)O |r|